[Al].[Cu].[Ti].[Zr] zirconium titanium copper aluminum